ClC=1C=CC(=C(C1)C=1C(=NN(C(C1)=O)[C@H](C(=O)NC1=CC=C(C(=O)O)C=C1)CC1=CC=CC=C1)OC)C(COC)=O (S)-4-(2-(4-(5-chloro-2-(2-methoxyacetyl)phenyl)-3-methoxy-6-oxopyridazin-1(6H)-yl)-3-phenylpropanamido)benzoic acid